ClC1=C(C=CC=C1F)C1N(CC(N(C1)C1CC1)=O)C(=O)OC(C)(C)C tert-Butyl 2-(2-chloro-3-fluorophenyl)-4-cyclopropyl-5-oxopiperazine-1-carboxylate